C(=O)(O)C=1C=CC=C2CCC3(C12)CCC1=CC=CC=C13 L-7-carboxyl-1,1'-spirobiindane